C(CCCCCCC\C=C/CCCCCCCC)(=O)OCC(COC(CCCCCCC\C=C/CCCCCCCC)=O)OC(CC(CCCCCCCCCCCCCC(C(=O)N1C=CC2=C1N=CN=C2N(C)[C@H]2CN(CC[C@H]2C)C(CC#N)=O)C)C)=O 2-((18-(4-(((3R,4R)-1-(2-cyanoacetyl)-4-methylpiperidin-3-yl)(methyl)amino)-7H-pyrrolo[2,3-d]pyrimidin-7-yl)-3,17-dimethyl-18-oxooctadecanoyl)oxy)propane-1,3-diyl dioleate